CN(S(=O)(=O)C1=CC=C(C=C1)C=1C(=NN(C1)C1=C2C(=NC=C1)NC=C2)C)C N,N-Dimethyl-4-[3-methyl-1-(1H-pyrrolo[2,3-b]pyridin-4-yl)-1H-pyrazol-4-yl]-benzenesulfonamide